OCC1=C(C=CC=C1)CCO 2-(2-(Hydroxymethyl)phenyl)ethan-1-ol